2-(4-tetrahydrofuran-3-yloxy-benzyl)-benzene O1CC(CC1)OC1=CC=C(CC2=CC=CC=C2)C=C1